CC(C)CC(CC(C)C)=O 2,6-dimethyl-4-HeptaNon